1-[[[[(3-amino-2-methylpropyl)amino]carbonyl]oxy]methyl]-4-[[ethyl(3-hydroxy-1-oxo-2-phenylpropyl)amino]methyl]pyridinium chloride hydrochloride Cl.[Cl-].NCC(CNC(=O)OC[N+]1=CC=C(C=C1)CN(C(C(CO)C1=CC=CC=C1)=O)CC)C